NC1=C(NC=2C=C3C=CN(C(C3=CC2)=O)C2=CC=C(C=C2)C(F)(F)F)C=CC=C1 6-(2-aminoanilino)-2-[4-(trifluoromethyl)phenyl]isoquinolin-1-one